N-(3-chloro-5-methanesulfonamidophenyl)-3-(2-chloropyridin-4-yl)benzamide ClC=1C=C(C=C(C1)NS(=O)(=O)C)NC(C1=CC(=CC=C1)C1=CC(=NC=C1)Cl)=O